flavonoic acid O1C(=C(C(=O)C2=CC=CC=C12)C(=O)O)C1=CC=CC=C1